ethoxysulfonate C(C)OS(=O)(=O)[O-]